4-(((3s,4r)-1-((4-chlorophenyl)sulfonyl)-4-hydroxy-4-(hydroxymethyl)pyrrolidin-3-yl)oxy)-2-fluorobenzonitrile ClC1=CC=C(C=C1)S(=O)(=O)N1C[C@@H]([C@@](C1)(CO)O)OC1=CC(=C(C#N)C=C1)F